1-((1S,2S)-2-(1H-benzo[d]imidazol-2-yl)cyclopropane-1-carboxamido)-N-(2-(trifluoromethyl)phenyl)cyclopropane-1-carboxamide N1C(=NC2=C1C=CC=C2)[C@@H]2[C@H](C2)C(=O)NC2(CC2)C(=O)NC2=C(C=CC=C2)C(F)(F)F